N-(5-chloro-2-methyl-phenyl)-7H-pyrrolo[2,3-d]pyrimidin-2-amine ClC=1C=CC(=C(C1)NC=1N=CC2=C(N1)NC=C2)C